4-amino-N-(2,2,2-tri-fluoroethyl)benzamide NC1=CC=C(C(=O)NCC(F)(F)F)C=C1